C(C)N1N=CC(=C1)C1=NC(=CC(=C1)C=1C=C(C=CC1C)NC(=O)N1C[C@@H](CC1)CC(F)(F)F)N1CCOCC1 (3S)-N-{3-[2-(1-ethylpyrazol-4-yl)-6-(morpholin-4-yl)pyridin-4-yl]-4-methylphenyl}-3-(2,2,2-trifluoroethyl)pyrrolidine-1-carboxamide